(4'-(4-([1,1'-biphenyl]-4-yl)-6-phenyl-1,3,5-triazin-2-yl)-[1,1'-biphenyl]-4-yl)boronic acid C1(=CC=C(C=C1)C1=NC(=NC(=N1)C1=CC=CC=C1)C1=CC=C(C=C1)C1=CC=C(C=C1)B(O)O)C1=CC=CC=C1